BrC1=CC=C(C=C1)N(C1=CC(=C(C(=C1)C(C)(C)C)O)C(C)(C)C)C 4-((4-bromophenyl)(methyl)amino)-2,6-di-tert-butylphenol